10-fluoro-2,3,4,5-tetrahydro-1H-benzofuro[3,2-c]azepine FC1=CC=CC2=C1C=1CNCCCC1O2